ClC=1C(=C(C(=NC1)F)B(O)O)C 5-CHLORO-2-FLUORO-4-PICOLINE-3-BORONIC ACID